NC=1C2=C(N=CN1)N(C=C2C2=CC(=C(C=C2)NC(=O)NC2=CC(=C(C=C2)CN2C1CN(C(C2)C1)C)C(F)(F)F)F)C1CC1 1-(4-(4-AMINO-7-CYCLOPROPYL-7H-PYRROLO[2,3-D]PYRIMIDIN-5-YL)-2-FLUOROPHENYL)-3-(4-((5-METHYL-2,5-DIAZABICYCLO[2.2.1]HEPTAN-2-YL)METHYL)-3-(TRIFLUOROMETHYL)PHENYL)UREA